C[Si]1(CCN(CC1)C1=C(C(=O)NC2=NC(=NC(=C2)C)N2CCOC3(CC3)C2)C=CC(=C1)NS(=O)(=O)CCO)C 2-(4,4-dimethyl-1,4-azasilinan-1-yl)-4-((2-hydroxyethyl)sulfonamido)-N-(6-methyl-2-(4-oxa-7-azaspiro[2.5]octan-7-yl)pyrimidin-4-yl)benzamide